ClC=1N=C(C2=C(N1)COC2)N2CC=1C=C(C=NC1CC2)NC2=CC=NN2C 6-(2-chloro-5,7-dihydrofuro[3,4-d]pyrimidin-4-yl)-N-(1-methyl-1H-pyrazol-5-yl)-5,6,7,8-tetrahydro-1,6-naphthyridin-3-amine